methyl (4-benzoylbenzoyl)glycinate C(C1=CC=CC=C1)(=O)C1=CC=C(C(=O)NCC(=O)OC)C=C1